ClC=1N=C(SC1NC(C[C@H](C(=O)N[C@H]1C2=C(CN3N(C1=O)CCC3)C=CC=C2)C)=O)C=2C=NN(C2)CCOC (R)-N4-(4-Chloro-2-(1-(2-methoxyethyl)-1H-pyrazol-4-yl)thiazol-5-yl)-2-methyl-N1-((S)-11-oxo-2,3,10,11-tetrahydro-1H,5H-benzo[d]pyrazolo[1,2-a][1,2]diazepin-10-yl)succinamide